COCCOC1=CC(=NC(=C1)S(=O)(=O)C)NC1=C(C=NC(=C1)NC(C)=O)C1=NC=C(C=C1)N1C(COCC1)=O N-(4'-((4-(2-methoxyethoxy)-6-(methylsulfonyl)pyridin-2-yl)amino)-5-(3-oxomorpholino)-[2,3'-bipyridin]-6'-yl)acetamide